4-((4-(5-((2,6-dioxopiperidin-3-yl)amino)pyridin-2-yl)piperidin-1-yl)methyl)piperidin O=C1NC(CCC1NC=1C=CC(=NC1)C1CCN(CC1)CC1CCNCC1)=O